4-((2-((1-((2-aminoethyl)sulfonyl)piperidin-4-yl)amino)-5-bromopyrimidin-4-yl)amino)-1-methyl-1H-pyrazole-5-carboxamide NCCS(=O)(=O)N1CCC(CC1)NC1=NC=C(C(=N1)NC=1C=NN(C1C(=O)N)C)Br